C(C1=CC=2OCOC2C=C1)OCCCC piperonyl-butylether